8-((cis-4-(acetylamino)cyclohexyl)oxy)-7-chloro-N-(2-((methylthio)methyl)pyridin-4-yl)-quinazoline-2-Amine C(C)(=O)N[C@H]1CC[C@H](CC1)OC=1C(=CC=C2C=NC(=NC12)NC1=CC(=NC=C1)CSC)Cl